FC1=C2C=CNC2=CC(=C1OC=1C=CC(=C(C1)C=1NC(=CN1)CCN)F)F 2-[2-[5-[(4,6-difluoro-1H-indol-5-yl)oxy]-2-fluoro-phenyl]-1H-imidazoL-5-yl]ethanamine